CC(C1=CC=CC=C1)N (+)-α-methylbenzyl-amine